CC(=CCCC(=O)OC(CC)O)CCCC(CCCC(CCCC(C)C)C)C O-(5,9,13,17-tetramethyloctadec-4-enoyl)propanediol